3-amino-1-((4-(1-fluoro-2,2-dimethylpropyl)-1H-benzo[d]imidazol-2-yl)methyl)pyridin-2(1H)-one NC=1C(N(C=CC1)CC1=NC2=C(N1)C=CC=C2C(C(C)(C)C)F)=O